OC1N(C(N(C1O)CO)=O)CO 4,5-dihydroxy-1,3-bis(hydroxymethyl)-imidazolidin-2-one